ethyl 2-(2-(methylthio)phenyl)-2-oxoacetate CSC1=C(C=CC=C1)C(C(=O)OCC)=O